C(C)(C)(C)OC(=O)N(C1=CC(=NC=2N1N=CC2I)NC[C@@H]2[C@H](CN(CC2)C(=O)OC(C)(C)C)O)CC=2N=C1N(C=CC=C1C)C2 tert-butyl (3R,4R)-4-(((7-((tert-butoxycarbonyl)((8-methylimidazo[1,2-a]pyridin-2-yl)methyl)amino)-3-iodopyrazolo[1,5-a]pyrimidin-5-yl)amino)methyl)-3-hydroxypiperidine-1-carboxylate